N-(5-(6-(3-(1,4-dioxan-2-yl)-5-(trifluoromethyl)phenyl)-1-oxo-3,4-dihydroisoquinolin-2(1H)-yl)-2-hydroxyphenyl)methanesulfonamide O1C(COCC1)C=1C=C(C=C(C1)C(F)(F)F)C=1C=C2CCN(C(C2=CC1)=O)C=1C=CC(=C(C1)NS(=O)(=O)C)O